γ-glycidoxypropyl-methoxyethoxyisopropylsilane C(C1CO1)OCCC[SiH](C(C)C)OCCOC